ClCC1=NC2=C(N1CC1CC13CC3)C=C(C=C2)C(=O)OC methyl 2-(chloromethyl)-1-(spiro[2.2]pentan-1-ylmethyl)-1H-benzo[d]imidazole-6-carboxylate